CC1(CCC[C@@H](N1)[C@@H](O)C1=C(C=CC=C1)Cl)C (S)-[(R)-6,6-dImethyl-2-piperidyl](o-chlorophenyl)methanol